5-((1H-pyrazol-1-yl)methyl)-N-((2-isopropoxy-6-methoxyphenyl)sulfonyl)-6-methoxypicolinamide N1(N=CC=C1)CC=1C=CC(=NC1OC)C(=O)NS(=O)(=O)C1=C(C=CC=C1OC)OC(C)C